1-chloro-4-(o-tolyl)isoquinolin-7-ol ClC1=NC=C(C2=CC=C(C=C12)O)C1=C(C=CC=C1)C